tert-butyl 3-fluoro-4-[[(2R,6R)-6-methyl-4-[8-(trifluoromethyl)-5-quinolyl]morpholine-2-carbonyl]amino]pyrrolidine-1-carboxylate FC1CN(CC1NC(=O)[C@H]1CN(C[C@H](O1)C)C1=C2C=CC=NC2=C(C=C1)C(F)(F)F)C(=O)OC(C)(C)C